FC1=NC=C(C=C1)C(=O)N1[C@@H](CC[C@@H](C1)C1=NOC(=N1)C=1NC=C(C1)C)C 2-fluoro-5-({(2R,5S)-2-methyl-5-[5-(4-methyl-1H-pyrrol-2-yl)-1,2,4-oxadiazol-3-yl]piperidin-1-yl}carbonyl)pyridine